5-nitryl-benzotrifluoride [N+](=O)([O-])C=1C=CC=C(C1)C(F)(F)F